tert-Butyl 4-[4-[5-[2-[tert-butyl(dimethyl)silyl]oxy-1-(5-fluoro-2-pyridyl)ethoxy]-3-chloro-imidazo[1,2-a]pyridin-7-yl]-5-methyl-triazol-1-yl]piperidine-1-carboxylate [Si](C)(C)(C(C)(C)C)OCC(OC1=CC(=CC=2N1C(=CN2)Cl)C=2N=NN(C2C)C2CCN(CC2)C(=O)OC(C)(C)C)C2=NC=C(C=C2)F